FC(N1N=C(C(=C1)C=1C=C2CN(C(C2=CC1)=O)C1C(NC(CC1)=O)=O)C=1C=CC2=C(CCO2)C1)F 3-(5-(1-(difluoromethyl)-3-(2,3-dihydrobenzofuran-5-yl)-1H-pyrazol-4-yl)-1-oxoisoindolin-2-yl)piperidine-2,6-dione